6'-Chloro-1'-(2-(1,1-difluoroethyl)-6-(2-methoxyethoxy)pyrimidin-4-yl)-1',2'-dihydrospiro[cyclopropane-1,3'-pyrrolo[3,2-c]pyridine] ClC1=CC2=C(C=N1)C1(CN2C2=NC(=NC(=C2)OCCOC)C(C)(F)F)CC1